propylthio-propane-1-thiol C(CC)SC(CC)S